ClC=1C=CC=C2C=CC=C(C12)N1CC=2C(=C(N=C(C2CC1)N1CC(N(CC1)C(C(=C)F)=O)C)OC[C@H]1N(CCC1)C)C#N 6-(8-chloronaphthalen-1-yl)-1-(4-(2-fluoroacryloyl)-3-methylpiperazin-1-yl)-3-(((S)-1-methylpyrrolidin-2-yl)methoxy)-5,6,7,8-tetrahydro-2,6-naphthyridine-4-carbonitrile